N(=C=S)CCCCCCNP(OCC)(OCC)=O Diethyl (6-isothiocyanatohexyl)phosphoramidate